[F-].C(CCCCCCCC)[NH+]1CCCCC1 N-Nonylpiperidinium fluorid